FC(C1=CC=CC2=C1N(C(=N2)C(=O)OC)COCC[Si](C)(C)C)F methyl 7-(difluoromethyl)-1-((2-(trimethylsilyl)ethoxy)methyl)-1H-benzo[d]imidazole-2-carboxylate